COC=1C=C2CCCC(C2=CC1)NC(CCCCCCC(=O)OC)=O methyl 8-((6-methoxy-1,2,3,4-tetrahydronaphthalen-1-yl) amino)-8-oxooctanoate